ascorbic Acid O=C1C(O)=C(O)[C@H](O1)[C@@H](O)CO